(1S,2S)-2-((R)-5H-imidazo[5,1-a]isoindol-5-yl)cyclopentan-1-ol C=1N=CN2C1C1=CC=CC=C1[C@H]2[C@H]2[C@H](CCC2)O